C(#N)C(C)(C)C=1C=C(C(=O)O)C=C(C1F)F 3-(2-cyanopropan-2-yl)-4,5-difluorobenzoic acid